The molecule is an arsonium ion that is choline in which the central nitrogen has been replaced by arsenic. It has a role as a marine metabolite, a xenobiotic and a human urinary metabolite. It is an arsonium ion and an organoarsenic compound. C[As+](C)(C)CCO